NC1=NC2=C(C=3N1N=C(N3)C3=NC=CC=C3)C(=C(N2CCN2CCN(CC2)C2=C(C=C(C=C2)C#N)F)C(=O)OC)C methyl 5-amino-7-(2-(4-(4-cyano-2-fluorophenyl) piperazin-1-yl) ethyl)-9-methyl-2-(pyridin-2-yl)-7H-pyrrolo[3,2-e][1,2,4]triazolo[1,5-c]pyrimidine-8-carboxylate